CSC=1N(C(C(=CN1)NCCCCOC1=CC=CC=C1)=O)CC(=O)OC(C)(C)C tert-butyl 2-(2-(methylthio)-6-oxo-5-((4-phenoxybutyl) amino)pyrimidin-1(6H)-yl)acetate